BrC1=C(C=C(C=2N=CSC21)C2=CC=C(C=C2)C(C)(F)F)N 7-bromo-4-(4-(1,1-difluoroethyl)phenyl)benzo[d]thiazol-6-amine